4-(4-((1R,5S)-3,8-diaza-bicyclo[3.2.1]octan-8-yl)-8-fluoro-2-(((2R,7aS)-2-fluorotetrahydro-1H-pyrrolizin-7a(5H)-yl)methoxy)-quinazolin-7-yl)-7-fluoro-benzo[d]thiazol-2-amine [C@H]12CNC[C@H](CC1)N2C2=NC(=NC1=C(C(=CC=C21)C2=CC=C(C1=C2N=C(S1)N)F)F)OC[C@]12CCCN2C[C@@H](C1)F